C(#N)C=1C=C(C=CC1)NCC(=O)NN 2-(3-cyanophenylamino)acethydrazide